(((((2,2'-dimethyl-[1,1'-biphenyl]-3,3'-diyl)bis(azanediyl))bis(carbonyl))bis(4-methoxypyridine-6,3-diyl)bis(methylene))bis(azanediyl))diacetate CC1=C(C=CC=C1NC(=O)C1=CC(=C(C=N1)CNCC(=O)[O-])OC)C1=C(C(=CC=C1)NC(=O)C1=CC(=C(C=N1)CNCC(=O)[O-])OC)C